[N+](=O)([O-])C1=C(C=CC2=CC=CC=C12)NC1=CC=C(C=C1)NC(OC(C)(C)C)=O tert-Butyl 4-(1-nitro-2-naphthylamino)phenylcarbamate